ONC(=O)C1=CC2=C(CN([C@H](CO2)C2=CC=CC=C2)C(=O)[C@H]2COCCC2)C=C1 (S)-N-hydroxy-3-phenyl-4-((R)-tetrahydro-2H-pyran-3-carbonyl)-2,3,4,5-tetrahydrobenzo[f][1,4]oxazepine-8-carboxamide